CC1(CCS(CC1)(=O)=O)NC(=O)C=1N=NC(=CC1)OCC=1C(=NOC1C)C=1C=NC(=CC1)C N-(4-methyl-1,1-dioxidotetrahydro-2H-thiopyran-4-yl)-6-((5-methyl-3-(6-methylpyridin-3-yl)isoxazol-4-yl)methoxy)pyridazine-3-carboxamide